ClC=1C(=CC(=C(C1)N(C(=O)C1CC=2C=NC=CC2N1C(=O)OC(C)(C)C)C([2H])([2H])[2H])F)F tert-butyl 2-((5-chloro-2,4-difluorophenyl)(methyl-d3) carbamoyl)-2,3-dihydro-1H-pyrrolo[3,2-c]pyridine-1-carboxylate